FC1=CC(=C(CN2N=C(C=3CN(CC(C32)C)C(=O)C=3NC=CC3)C(=O)NC3=CC(=CC=C3)[C@H](C)O)C=C1)[N+](=O)[O-] 1-(4-fluoro-2-nitrobenzyl)-N-(3-((S)-1-hydroxyethyl)phenyl)-7-methyl-5-(1H-pyrrole-2-carbonyl)-4,5,6,7-tetrahydro-1H-pyrazolo[4,3-c]pyridine-3-carboxamide